1-((3-((Dimethylamino)methyl)-1H-pyrrolo[2,3-b]pyridin-5-yl)methyl)-N-(5-(trifluoromethyl)pyridin-3-yl)indolin-6-carboxamid CN(C)CC1=CNC2=NC=C(C=C21)CN2CCC1=CC=C(C=C21)C(=O)NC=2C=NC=C(C2)C(F)(F)F